C(C)OC(=O)NC(NC1=CC=C2CCN(CC2=C1)C(=O)OCCCC)=S Butyl 7-(3-(ethoxycarbonyl)thioureido)-3,4-dihydroisoquinoline-2(1H)-carboxylate